N-(6-(3-fluoropiperidin-1-yl)-2-methyl-2H-indazol-5-yl)-2-(2-methylpyridin-4-yl)oxazole-4-carboxamide FC1CN(CCC1)C=1C(=CC2=CN(N=C2C1)C)NC(=O)C=1N=C(OC1)C1=CC(=NC=C1)C